1,2-bis(3,4-dimethoxyphenyl)ethanone COC=1C=C(C=CC1OC)C(CC1=CC(=C(C=C1)OC)OC)=O